ClC=1C(=C(C=CC1)NC1=C(NC2=C1C(NCC2)=O)C2=C(C=NC=C2)C#C[C@@H]2N(CCC2)C(\C=C\CN2CCCC2)=O)OC 3-[(3-chloro-2-methoxyphenyl)amino]-2-(3-{2-[(2R)-1-[(2E)-4-(pyrrolidin-1-yl)but-2-enoyl]pyrrolidin-2-yl]ethynyl}pyridin-4-yl)-1H,5H,6H,7H-pyrrolo[3,2-c]pyridin-4-one